(2R,3S,4S,5R)-4-[[3-(3,4-Difluoro-2-methoxy-phenyl)-4-ethyl-5-methyl-5-(trifluoromethyl)tetrahydrofuran-2-carbonyl]amino]pyridin-2-carboxamid FC=1C(=C(C=CC1F)[C@H]1[C@@H](O[C@]([C@H]1CC)(C(F)(F)F)C)C(=O)NC1=CC(=NC=C1)C(=O)N)OC